Cl.C1(CC1)N1N=CC(=C1)N(S(=O)=O)N[C@H]1CN(CCC1)C N-(1-Cyclopropyl-1H-pyrazol-4-yl)-N-[(3R)-1-methylpiperidin-3-yl]amino-sulfonamide hydrochloride